4-((2-(azetidin-1-ylmethyl)-3,6-difluorobenzyl)amino)-5-chloro-2-fluoro-N-(thiazol-4-yl)benzenesulfonamide N1(CCC1)CC1=C(CNC2=CC(=C(C=C2Cl)S(=O)(=O)NC=2N=CSC2)F)C(=CC=C1F)F